C(C[C@]1(CC[C@H]2[C@@H]3CC[C@@H]4C[C@@H](CC[C@]4(C)[C@H]3[C@H](C[C@]12C)O)O)O)O 5β-pregnane-3α,11β,17,21-tetrol